[Li].[Mg].[Al].[Ni] nickel aluminum magnesium lithium